2-Hydroxyethylmethacryl-dihydrogenphosphat OCCOP(=O)(OC(=O)C(=C)C)[O-]